(+)-camphorsulfonyl chloride CC1([C@@H]2CC[C@]1(C(=O)C2)CS(=O)(=O)Cl)C